COC1=CC(=C2C=NN(C2=C1)C1OCCCC1)C=1N=NN(C1)CC1=CC=C(N=N1)N1CC(CCC1)N(C(OC(C)(C)C)=O)C1CC12CCC2 tert-butyl (1-(6-((4-(6-methoxy-1-(tetrahydro-2H-pyran-2-yl)-1H-indazol-4-yl)-1H-1,2,3-triazol-1-yl)methyl) pyridazin-3-yl)piperidin-3-yl)(spiro[2.3]hexan-1-yl)carbamate